N-(1-(3-fluorophenyl)-3-oxo-2,3-dihydro-1H-pyrazolo[4,3-c]pyridin-6-yl)cyclopropanecarboxamide FC=1C=C(C=CC1)N1NC(C=2C=NC(=CC21)NC(=O)C2CC2)=O